BrCCCCCCCCCCCCBr 1,12-Dibromododecan